[Si](C)(C)(C(C)(C)C)OC(C#C[Si](C)(C)C)C 3-tert-butyldimethylsilyloxy-trimethylsilyl-butyne